FC(OC1=CC=C(C(=O)NC=2N(C=C(N2)C2=CC=CC=C2)C2=CC=C(C=C2)OC)C=C1)F 4-(Difluoromethoxy)-N-[1-(4-methoxyphenyl)-4-phenyl-1H-imidazol-2-yl]benzamide